[I-].N1=CC=C(C)C2=CC=CC=C12 Lepidine iodide